5-bromo-3-((4-methoxybenzyl)oxy)pyrazin-2-amine BrC=1N=C(C(=NC1)N)OCC1=CC=C(C=C1)OC